O1C(=CC=C1)C1=NC=NC(=C1)N1N=NC2=C1C=CC(=C2)OC=2C=NNC2 4-(furan-2-yl)-6-[5-(1H-pyrazol-4-yloxy)-1,2,3-benzotriazol-1-yl]pyrimidin